2-amino-N-(4-(2-methyl-1-oxo-1,2,3,4-tetrahydroisoquinolin-7-yl)thiazol-2-yl)acetamide NCC(=O)NC=1SC=C(N1)C1=CC=C2CCN(C(C2=C1)=O)C